C(\C=C\C(=O)O)(=O)O.O[C@@H](C[N+](C)(C)C)CC([O-])=O L-carnitine fumarate